ClC1=C(NC=2C=CC(=NC2)C#N)C=CC=C1[C@]1(NC(N(C(C1)=O)C1CCOCC1)=N)C 5-{2-Chloro-3-[(4S)-2-imino-4-methyl-6-oxo-1-(tetrahydro-pyran-4-yl)hexahydropyrimidin-4-yl]anilino}pyridine-2-carbonitrile